S([O-])(O)(=O)=O.[NH+]1=CC=NC=C1 pyrazinium bisulfate